C(C)(C)(C)OC(NC1=CC=C(C=C1)N(CC#C)CC1=CC=C(C=C1)F)=O 4-(N-p-fluorobenzyl-N-propargyl-amino)-phenylcarbamic acid tert-butyl ester